(4S,7S,10S,13S)-7-benzyl-13-carbamoyl-4-isopropyl-10-methyl-2,5,8,11-tetraoxo-3,6,9,12-tetraazahexadecan-16-oic acid C(C1=CC=CC=C1)[C@H](NC([C@@H](NC(C)=O)C(C)C)=O)C(N[C@H](C(N[C@@H](CCC(=O)O)C(N)=O)=O)C)=O